CC(=O)N[C@@H]1[C@H](C[C@@](O[C@H]1[C@@H]([C@@H](CO)O)O)(C(=O)O)O[C@H]2[C@H]([C@H](O[C@H]([C@@H]2O)O[C@@H]3[C@H](O[C@H]([C@@H]([C@H]3O[C@H]4[C@@H]([C@H]([C@H]([C@H](O4)CO)O)O[C@@]5(C[C@@H]([C@H]([C@@H](O5)[C@@H]([C@@H](CO)O)O)NC(=O)C)O)C(=O)O)O)NC(=O)C)O)CO)CO)O)O The molecule is an amino pentasaccharide consisting of two N-acetyl-alpha-neuraminyl-(2->3)-beta-D-galactosyl units linked (1->3) and (1->4) to an N-acetyl-beta-D-glucosamine residue at the reducing end. It has a role as an epitope. It is an amino pentasaccharide and a glucosamine oligosaccharide.